(S)-(2-(4-((S)-1-(2,3-dihydrobenzofuran-6-yl)ethyl)piperazin-1-yl)pyrimidin-5-yl)((2-methoxyethyl)imino)(methyl)-λ6-sulfanone O1CCC2=C1C=C(C=C2)[C@H](C)N2CCN(CC2)C2=NC=C(C=N2)[S@@](=O)(C)=NCCOC